3-Methylbicyclo[4.1.0]heptane-7-carboxylic acid ethyl ester C(C)OC(=O)C1C2CCC(CC12)C